quinuclidin-4-yl 2,3-dihydro-1H-pyrrolo[1,2-a]indole-9-carboxylate trifluoroacetate FC(C(=O)O)(F)F.C1CCN2C1=C(C=1C=CC=CC21)C(=O)OC21CCN(CC2)CC1